CC=1C=COC1 4-Methylfuran